BrC1=CC(=CC(=N1)C(=O)N(C)C1CC1)C(=O)N 6-bromo-N-cyclopropyl-N-methylpyridine-2,4-dicarboxamide